methylpyrido[3,4-d]pyrimidin-4-amine CC=1N=C(C2=C(N1)C=NC=C2)N